C1=C(C=CC2=CC=CC=C12)[C@@]12CN(C[C@H]2C1)C(=O)OCC(C(=O)OCC1=CC=C(C=C1)OC)CCCC(=O)[O-] 4-methoxybenzyl ((((1R,5S)-1-(naphthalen-2-yl)-3-azabicyclo[3.1.0]hexane-3-carbonyl)oxy)methyl)adipate